CSC1=CC=C(C=C1)C(C(C)N1CCOCC1)=O 4-(methylthio)phenyl-2-morpholino-propan-1-on